(2S)-3-Octadecoxy-2-[[6-(trifluoromethyl)-3-pyridyl]methoxy]propan-1-ol C(CCCCCCCCCCCCCCCCC)OC[C@H](CO)OCC=1C=NC(=CC1)C(F)(F)F